The molecule is tetraanion of cyclohexa-1,5-diene-1-carbonyl-CoA arising from deprotonation of phosphate and diphosphate functions. It is a conjugate base of a cyclohexa-1,5-diene-1-carbonyl-CoA. CC(C)(COP(=O)([O-])OP(=O)([O-])OC[C@@H]1[C@H]([C@H]([C@@H](O1)N2C=NC3=C(N=CN=C32)N)O)OP(=O)([O-])[O-])[C@H](C(=O)NCCC(=O)NCCSC(=O)C4=CCCC=C4)O